3-(4-((1H-imidazol-1-yl)methyl)-2-methylphenyl)-N-(tert-butyl)-5-isobutylthiophene-2-sulfonamide N1(C=NC=C1)CC1=CC(=C(C=C1)C1=C(SC(=C1)CC(C)C)S(=O)(=O)NC(C)(C)C)C